NC=1C(=NC=NC1)C1CCN(CCC1)C(=O)OC(C)(C)C tert-butyl 4-(5-amino-pyrimidin-4-yl)-azepane-1-carboxylate